C1=CC=C2C(=C1)C(=CN2)OS(=O)(=O)O The molecule is an aryl sulfate that is indoxyl in which the hydroxyl hydrogen is substituted by a sulfo group. It has a role as a human metabolite. It is a member of indoles and an aryl sulfate. It derives from an indoxyl. It is a conjugate acid of an indoxyl sulfate(1-).